C(C)(C)C=1C(=NNC1C=1C=C(C=2N(C1)N=CN2)C)C(=O)NCCC2=NC=CC=C2 4-isopropyl-5-(8-methyl-[1,2,4]triazolo[1,5-a]pyridin-6-yl)-N-(2-(pyridin-2-yl)ethyl)-1H-pyrazole-3-carboxamide